OC1=C(C=CC(=C1)OC)C1=NC=2C(=C3C(=NC2)NC=C3)N1[C@@H]1CC[C@H](CC1)C#N trans-4-(2-(2-Hydroxy-4-methoxyphenyl)imidazo[4,5-d]pyrrolo[2,3-b]pyridin-1(6H)-yl)cyclohexanecarbonitrile